NC1=CC(=C(C(=C1)C(C)C)OC)C(C)C 4-amino-2,6-diisopropylanisole